ClC=1N=NC(=CC1C(=O)NN(C(OC(C)(C)C)=O)C)Cl tert-butyl N-[(3,6-dichloropyridazine-4-carbonyl)amino]-N-methyl-carbamate